(1r,2r)-2-((benzyloxy)methyl)-N-((1r,4r)-4-hydroxycyclohexyl)cyclopropane-1-carboxamide C(C1=CC=CC=C1)OC[C@H]1[C@@H](C1)C(=O)NC1CCC(CC1)O